6-Chloro-1-[2-[2-(dimethylamino)ethylamino]-4,6-diisopropyl-pyrimidin-5-yl]-4-[(2S,5R)-2,5-dimethyl-4-prop-2-enoyl-piperazin-1-yl]-7-(2-fluorophenyl)pyrido[2,3-d]pyrimidin-2-one ClC1=CC2=C(N(C(N=C2N2[C@H](CN([C@@H](C2)C)C(C=C)=O)C)=O)C=2C(=NC(=NC2C(C)C)NCCN(C)C)C(C)C)N=C1C1=C(C=CC=C1)F